cyclohexyl 3,3-dimethyl-butyl ether CC(CCOC1CCCCC1)(C)C